[Cl-].C(CCCCCCCCCCCCCCC)[N+](CC1=CC=C(C=C1)NC(C=CC(=O)O)=O)(C)C hexadecyl-dimethyl-(para-3-carboxyacrylamidobenzyl)ammonium chloride